5-(1H-benzo[d]imidazol-1-yl)-[1,1'-biphenyl]-3-ol N1(C=NC2=C1C=CC=C2)C=2C=C(C=C(C2)C2=CC=CC=C2)O